N,N-diphenyl-2,2-dimethyl-propionamide C1(=CC=CC=C1)N(C(C(C)(C)C)=O)C1=CC=CC=C1